N-ethyl-5-(quinoxalin-6-yl)-7H-pyrrolo[2,3-d]pyrimidin-2-amine C(C)NC=1N=CC2=C(N1)NC=C2C=2C=C1N=CC=NC1=CC2